N=1C=CN2N=C(C=CC21)C=2C=CN1N=C(N=CC12)C1(CC(C1)N)N 1-(5-(imidazo[1,2-b]pyridazin-6-yl)pyrrolo[2,1-f][1,2,4]triazin-2-yl)cyclobutane-1,3-diamine